NC1=NC=CC(=N1)C1=CC=C2CNC(C2=C1)=O 6-(2-aminopyrimidine-4-yl)isoindoline-1-one